tert-butyl 4-(5-(benzyloxy)-4-fluoro-2-methylbenzofuran-3-carboxamido)-3,3-difluoropyrrolidine-1-carboxylate C(C1=CC=CC=C1)OC=1C=CC2=C(C(=C(O2)C)C(=O)NC2C(CN(C2)C(=O)OC(C)(C)C)(F)F)C1F